acetylacetone nickel salt [Ni].C(C)(=O)CC(C)=O